CC1(CC=2C(=CN=C(C2)C2=NSC(=N2)NC2=NC=CC=C2N(C(OC(C)(C)C)=O)C)O1)C tert-butyl (2-((3-(2,2-dimethyl-2,3-dihydrofuro[2,3-c]pyridin-5-yl)-1,2,4-thiadiazol-5-yl) amino)pyridin-3-yl)(methyl)carbamate